CC=1C(=CC=C2CNC(C12)=O)C1=NC(=NC=C1)NC1=C(C=CC(=C1)N1CCN(CC1)C)OC(F)(F)F 7-methyl-6-(2-((5-(4-methylpiperazin-1-yl)-2-(trifluoromethoxy)phenyl)amino)pyrimidin-4-yl)isoindolin-1-one